(R)-6-acetyl-2-(3-(3-(fluoro(4-methyl-4H-1,2,4-triazol-3-yl)methyl)oxetan-3-yl)phenyl)-4-(trifluoromethyl)isoindolin-1-one C(C)(=O)C1=CC(=C2CN(C(C2=C1)=O)C1=CC(=CC=C1)C1(COC1)[C@H](C1=NN=CN1C)F)C(F)(F)F